C(C)N(C(=O)OCCCN1CCC(CC1)(C)C)CC(COCCCCCCCCCCCCCC)OCCCCCCCCCCCCCC 3-(4,4-dimethylpiperidin-1-yl)propanol ethyl-N-(2,3-di(tetradecanoxy)propyl)carbamate